O.C(CC(O)(C(=O)[O-])CC(=O)[O-])(=O)[O-].[K+].[K+].[K+] Kalium citrat-Hydrat